(E)-1-(3-(3-methoxy-4-((3-methylbenzyl)oxy)phenyl)acrylamido)cyclohexane-1-carboxylic acid COC=1C=C(C=CC1OCC1=CC(=CC=C1)C)/C=C/C(=O)NC1(CCCCC1)C(=O)O